3-Chloro-8-((1-(1-methyl-1H-pyrazol-4-yl)-1H-indazol-6-yl)oxy)-5,6,7,8-tetrahydrocinnoline ClC=1N=NC=2C(CCCC2C1)OC1=CC=C2C=NN(C2=C1)C=1C=NN(C1)C